5-(4-((6-aminopyrimidin-4-yl)methyl)piperazin-1-yl)-6-fluoro-N-methylpicolinamide NC1=CC(=NC=N1)CN1CCN(CC1)C=1C=CC(=NC1F)C(=O)NC